ClC=1C=C(C=CC1F)N(C(=O)[C@H]1N(C[C@H](C1)C(=O)NC1=CC(=NN1C(C)C)C)C1=NC(=CC(=C1)C(F)(F)F)C)C (2S,4S)-N2-(3-chloro-4-fluorophenyl)-N4-(1-isopropyl-3-methyl-1H-pyrazol-5-yl)-N2-methyl-1-(6-methyl-4-(trifluoromethyl)pyridin-2-yl)pyrrolidine-2,4-dicarboxamide